COC(=O)C1=NC(=CC(=C1)C#C[C@@]12CN(C[C@H]2C1)C(=O)OC(C)(C)C)C tert-butyl (1R,5S)-1-((2-(methoxycarbonyl)-6-methylpyridin-4-yl) ethynyl)-3-azabicyclo[3.1.0]hexane-3-carboxylate